FC=1C=CC=C2C(=CN(C12)C)C1=NC(=NC=C1)NC=1C=C(C=NC1OC)C(C(=O)N)=C 5-((4-(7-fluoro-1-methyl-1H-indol-3-yl)Pyrimidin-2-yl)amino)-6-methoxypyridin-3-yl-acrylamide